OCC1=CC=C(C(=O)O)C=C1 L-4-hydroxymethylbenzoic acid